N-[(2R)-1-hydroxypropan-2-yl]-5-(3-methylphenyl)-6-[4-(trifluoromethyl)phenoxy]pyridine-3-carboxamide OC[C@@H](C)NC(=O)C=1C=NC(=C(C1)C1=CC(=CC=C1)C)OC1=CC=C(C=C1)C(F)(F)F